N1=C(C=NC=C1)C=O pyrazinecarbaldehyde